N-(2,5-difluorophenyl)-acetamide FC1=C(C=C(C=C1)F)NC(C)=O